C(C)(C)C(N(CCO)CCO)(CO)OC(N(CCO)CCO)(CO)C(C)C.[Ti] titanium diisopropyloxybis(triethanolamine)